2-[8-chloro-6-(2-fluorophenyl)-4H-imidazo[1,2-a][1,4]benzodiazepin-2-yl]acetic acid ClC=1C=CC2=C(C(=NCC=3N2C=C(N3)CC(=O)O)C3=C(C=CC=C3)F)C1